C(C1=CC=CC=C1)OC(=O)C1=C(N=C2N(C1C1=CC=C(C=C1)Cl)C(/C(/S2)=C/C2=CC=C(OCC(=O)O)C=C2)=O)C (Z)-2-(4-((6-((benzyloxy)carbonyl)-5-(4-chlorophenyl)-7-methyl-3-oxo-5H-thiazolo[3,2-a]pyrimidin-2(3H)-ylidene)methyl)phenoxy)acetic acid